C(C(=O)O)(=O)O.C(C1=CC=CC=C1)N1C[C@@H]([C@]12CNCC2)C.C(C2=CC=CC=C2)N2C[C@@H]([C@]21CNCC1)C (3S,4R)-1-benzyl-3-methyl-1,6-diazaspiro[3.4]octane hemi-oxalate